COC(\C=C(/C#N)\C1=CC=C(C=C1)Cl)=O (Z)-3-(4-chlorophenyl)-3-cyanoacrylic acid methyl ester